FC(C(C(C(C(O)(O)F)(F)F)(F)F)(F)F)(CCCC)F Nonafluorononandiol